ClC1=CC(=C(C=C1)C1=C(N(N=N1)C)CN1N=CC(=CC1=O)N1CC(C1)OC(F)F)F 2-[[5-(4-chloro-2-fluoro-phenyl)-3-methyl-triazol-4-yl]methyl]-5-[3-(difluoromethoxy)azetidin-1-yl]pyridazin-3-one